ClC1=C(C=C(C=C1CC)CC)CC chloro-1,3,5-triethylbenzene